CN1CCN(CCC1)[C@@H]1CN(CC1)C(=O)OC(C)(C)C tert-Butyl (S)-3-(4-methyl-1,4-diazepan-1-yl)pyrrolidine-1-carboxylate